ClC1=C(OCCC(=O)O)C=CC=C1C=1N(C2=NC=NC(=C2N1)OC1(CC1)C)CC1=CC(=CC=C1)Cl 3-(2-chloro-3-(9-(3-chlorobenzyl)-6-(1-methylcyclopropoxy)-9H-purin-8-yl)phenoxy)propanoic acid